C(C)N(N(C(=O)O[C@H]1C[C@H](CC1)C1=CC(=NN1)NC(=O)OCC1=CC=CC=C1)C)CC (1R,3S)-3-(3-(((benzyloxy)carbonyl)amino)-1H-pyrazol-5-yl)cyclopentyl 2,2-diethyl-1-methylhydrazine-1-carboxylate